(3S,6S,8S,10aS)-8-ethyl-6-((S)-2-(methylamino)propanamido)-5-oxo-N-((R)-1,2,3,4-tetrahydronaphthalen-1-yl)decahydropyrrolo[1,2-a]azocine-3-carboxamide C(C)[C@H]1CC[C@@H]2N(C([C@H](C1)NC([C@H](C)NC)=O)=O)[C@@H](CC2)C(=O)N[C@@H]2CCCC1=CC=CC=C21